(4-(azetidin-3-yl)piperidin-1-yl)(4-((3-(4-(di-fluoromethoxy)phenyl)imidazo[1,2-a]pyrazin-8-yl)amino)-2-meth-ylphenyl)methanone hydrochloride Cl.N1CC(C1)C1CCN(CC1)C(=O)C1=C(C=C(C=C1)NC=1C=2N(C=CN1)C(=CN2)C2=CC=C(C=C2)OC(F)F)C